COC(=O)C1=C(C2=C(CCO2)C=C1)N 7-amino-2,3-dihydrobenzofuran-6-carboxylic acid methyl ester